[Si](C)(C)(C(C)(C)C)OCCC=1N=C(C2=CC3=C(C=C2C1C1=CC=C(C=C1)F)C=NN3C3OCCCC3)Cl 6-(2-((tert-butyldimethylsilyl)oxy)ethyl)-8-chloro-5-(4-fluorophenyl)-1-(tetrahydro-2H-pyran-2-yl)-1H-pyrazolo[4,3-g]isoquinoline